(R)-7-fluoro-5-methoxy-3-((1-(prop-2-yn-1-yl)pyrrolidin-2-yl)methyl)-1H-indole FC=1C=C(C=C2C(=CNC12)C[C@@H]1N(CCC1)CC#C)OC